CC1=NN(C(=C1)C)COC1=CC=C(C(=N1)N1N=C(C=C1C)C1=CC=CC=C1)S(=O)(=O)NC 6-[(3,5-dimethyl-1H-pyrazol-1-yl)methoxy]-N-methyl-2-(5-methyl-3-phenyl-1H-pyrazol-1-yl)pyridine-3-sulfonamide